CNC(N(C)CCO)=O methyl-1-(2-hydroxyethyl)-1-methylurea